CCCCCCCCCCCCCCCCCCC(=O)O[C@H](COC(=O)CCCCCC/C=C\C/C=C\C/C=C\CCCCC)COP(=O)(O)OC[C@H](CO)O 1-(8Z,11Z,14Z-eicosatrienoyl)-2-nonadecanoyl-glycero-3-phospho-(1'-sn-glycerol)